FNC(=O)N Fluorourea